BrC=1C(=C(OC2=NC=NC(=C2)OC)C=CC1)CCCCC(F)(F)F 4-[3-bromo-2-(5,5,5-trifluoropentyl)phenoxy]-6-methoxy-pyrimidine